C(C(=O)O)(=O)O.C(C1=CC=CC=C1)OC[C@H]1NC[C@H]2COCCN2C1 (7S,9aS)-7-((benzyloxy)methyl)octahydropyrazino[2,1-c][1,4]oxazin hydrogen oxalate